F.F.F.C(C)N(CC)CC tri-ethylamine trihydrofluoride